Butendinitril C(C=CC#N)#N